oxapropione OCC(=O)CC